(±)-trans-isoquinolin-5-yl-carbamic acid 4-phenylpyrrolidin-3-yl ester C1(=CC=CC=C1)[C@H]1[C@@H](CNC1)OC(NC1=C2C=CN=CC2=CC=C1)=O |r|